ClC1=C(C(=CC=C1Cl)O)[C@@H]1CC(N(C1)CCC(=O)N)=O (S)-3-(4-(2,3-dichloro-6-hydroxyphenyl)-2-oxopyrrolidin-1-yl)propanamide